3,5-Diamino-6-(2,3,5-trichlorophenyl)-1,2,4-triazine NC=1N=NC(=C(N1)N)C1=C(C(=CC(=C1)Cl)Cl)Cl